N-[2-(3-aminoazetidin-1-yl)-6-(pyrrolidin-1-yl)pyrimidin-4-yl]-1-(propan-2-yl)-1H-pyrazolo[4,3-c]pyridin-6-amine NC1CN(C1)C1=NC(=CC(=N1)NC1=CC2=C(C=N1)C=NN2C(C)C)N2CCCC2